1-(1-(2-amino-6-isopropylpyrimidin-4-yl)piperidin-3-yl)-1,3-dihydro-2H-benzo[d]imidazol-2-one NC1=NC(=CC(=N1)N1CC(CCC1)N1C(NC2=C1C=CC=C2)=O)C(C)C